6-(3-(Isopropylamino)propyl)-2,3-dimethoxy-5H-[1,3]dioxolo[4'',5'':5',6']pyrido[3',2':4,5]cyclopenta[1,2-c]isoquinoline-5,12(6H)-dione C(C)(C)NCCCN1C(C2=CC(=C(C=C2C2=C1C1=C(C2=O)C=C2C(=N1)OCO2)OC)OC)=O